C(C)[C@@H]1N(C[C@H](N(C1)C(C)C1=CC=CC=C1)CC)C=1C=2C(N(C(C1)=O)C)=CN(N2)CC#N 2-(7-((2S,5R)-2,5-diethyl-4-(1-phenylethyl)piperazin-1-yl)-4-methyl-5-oxo-4,5-dihydro-2H-pyrazolo[4,3-b]pyridin-2-yl)acetonitrile